N-(3-hydroxy-4-methoxyphenyl)-8-(3-methoxyphenyl)-2,2-dimethyl-2H-chromene-6-carboxamide OC=1C=C(C=CC1OC)NC(=O)C=1C=C2C=CC(OC2=C(C1)C1=CC(=CC=C1)OC)(C)C